4-chloro-6-(cyclopropylmethyl)-1-isobutyl-1H-pyrazolo[3,4-d]Pyrimidine ClC1=C2C(=NC(=N1)CC1CC1)N(N=C2)CC(C)C